CC1=NC=CC=C1NC1=NC(=CC=C1C#N)C(F)(F)F 2-((2-methylpyridin-3-yl)amino)-6-(trifluoromethyl)-3-cyanopyridine